5-((3R,5S)-3-amino-5-trifluoromethyl-piperidin-1-yl)-quinolin-8-carbonitrile hydrochloride Cl.N[C@H]1CN(C[C@H](C1)C(F)(F)F)C1=C2C=CC=NC2=C(C=C1)C#N